(3S)-1-[3-[6-[(3R)-3-(Trifluoromethyl)pyrrolidin-1-yl]-3-pyridyl]azetidine-1-carbonyl]pyrrolidine-3-carboxamide FC([C@H]1CN(CC1)C1=CC=C(C=N1)C1CN(C1)C(=O)N1C[C@H](CC1)C(=O)N)(F)F